benzo[d]thiazol S1C=NC2=C1C=CC=C2